9,9'-(5'-cyano-6'-(2,6-diphenylpyridin-3-yl)-[1,1':4',1''-terphenyl]-2',3'-diyl)bis(9H-carbazole-3-carbonitrile) C(#N)C=1C(=C(C(=C(C1C=1C(=NC(=CC1)C1=CC=CC=C1)C1=CC=CC=C1)C1=CC=CC=C1)N1C2=CC=CC=C2C=2C=C(C=CC12)C#N)N1C2=CC=CC=C2C=2C=C(C=CC12)C#N)C1=CC=CC=C1